C(CCCCCCCCCCCCCCCCC)OC(C=C)=O stearyl-acrylate